ClC1=C(C=CC=C1Cl)SC=1C(=NC(=NC1)N1CCC2(CC1)[C@@H](C1=CC=CC=C1C2)N)OC (S)-1'-(5-((2,3-dichlorophenyl)thio)-4-methoxypyrimidin-2-yl)-1,3-dihydrospiro[indene-2,4'-piperidin]-1-amine